C(C)(C)(C)OC(=O)N1C[C@]2(CC3=C(C=C2CC1)N(N=C3)C3=CC=C(C=C3)F)C(=O)C3=CN=CS3 (R)-tert-butyl-1-(4-fluorophenyl)-4a-(thiazole-5-carbonyl)-4a,5,7,8-tetrahydro-1H-pyrazolo[3,4-g]isoquinoline-6(4H)-carboxylate